FC=1C=C2C(C(=CN(C2=NC1N1CC(C1)C(=O)C1=NC=CC=C1)C1=NC=NS1)C(=O)O)=O 6-fluoro-4-oxo-7-[3-(pyridine-2-carbonyl)azetidin-1-yl]-1-(1,2,4-thiadiazol-5-yl)-1,4-dihydro-1,8-naphthyridine-3-carboxylic acid